C(C)OC1=NC=CC=C1C1=NC=2C(N(C[C@]3(C2C=C1)[C@@H](CN(CC3)C3=C(C=CC=C3)C(F)(F)F)CC)C(=O)OCC3=CC=CC=C3)=O benzyl (3S,4S)-2'-(2-ethoxypyridin-3-yl)-3-ethyl-8'-oxo-1-(2-(trifluoromethyl)phenyl)-6'H-spiro[piperidine-4,5'-[1,7]naphthyridine]-7'(8'H)-carboxylate